N1C(CNCCC1)=O 1,4-diazacycloheptan-2-one